N-(3-(4-bromophenyl)propyl)-2-(furan-3-yl)-6-methylthieno[2,3-d]pyrimidin-4-amine BrC1=CC=C(C=C1)CCCNC=1C2=C(N=C(N1)C1=COC=C1)SC(=C2)C